o-methylphenol N,N-dibutylaminoacetate C(CCC)N(CCCC)CC(=O)OC1=C(C=CC=C1)C